5-methyl-2-(4-nitrophenyl)-1H-Pyrazole-3(2H)-on CC1=CC(N(N1)C1=CC=C(C=C1)[N+](=O)[O-])=O